tert-Butyl N-{[3-(dimethylamino)cyclobutyl]carbamothioyl}carbamate CN(C1CC(C1)NC(=S)NC(OC(C)(C)C)=O)C